C[C@@H]1OCCOCC2NN=CC(C3=NNC=4C=NC(OC1)=CC34)=C2 (12S)-12-methyl-8,11,14-trioxa-4,5,16,19,20-pentaazatetracyclo[13.5.2.12,6.018,21]tricosa-1(20),2(23),3,15(22),16,18(21)-hexaene